O=C1NC(CCC1N1C(C2=CC=C(C=C2C1=O)CN1CCN(CC1)CC1=C(CCCC1)C1=CC=C(C=C1)F)=O)=O 2-(2,6-dioxopiperidin-3-yl)-5-((4-((4'-fluoro-3,4,5,6-tetrahydro-[1,1'-biphenyl]-2-yl)methyl)piperazin-1-yl)methyl)isoindoline-1,3-dione